CCCNCCNCCC N,N'-dipropylethylenediamine